CN1C(C=2C=C3C(=NC2C(=C1)C=O)C(=CC=C3)C)=O 2,6-dimethyl-1-oxo-1,2-dihydrobenzo[b][1,6]naphthyridine-4-formaldehyde